(6-methoxy-4-methyl-pyridin-3-yl)-carbamic acid tert-butyl ester C(C)(C)(C)OC(NC=1C=NC(=CC1C)OC)=O